NC=1C=C(C=CC1)C1=CC(=CC(=C1)C1=CC(=CC=C1)N)C1=CC(=CC=C1)N 1,3,5-tri(3-aminophenyl)benzene